butyl-5-(3-fluorophenyl)-4-(2-(trifluoromethoxy)phenoxy)thieno(2,3-d)pyrimidine C(CCC)C=1N=C(C2=C(N1)SC=C2C2=CC(=CC=C2)F)OC2=C(C=CC=C2)OC(F)(F)F